C(C)(C)(C)OC(=O)N1CC(CC1)CCOCCC1=NC2=NC=CC=C2C=C1 3-(2-(2-(1,8-naphthyridin-2-yl)ethoxy)ethyl)pyrrolidine-1-carboxylic acid tert-butyl ester